C(C)(=O)N1CC2=C(CC1)N(N=C2C2=C1CCN(CC1=CC=C2)C=2C=NC=1N(C2)N=C(C1)C(=O)O)C1CCOCC1 6-{5-[5-acetyl-1-(oxan-4-yl)-4H,6H,7H-pyrazolo[4,3-c]pyridin-3-yl]-3,4-dihydro-1H-isoquinolin-2-yl}pyrazolo[1,5-a]pyrimidine-2-carboxylic acid